NC=1C(=NC(=NC1C1=C(C=C(C=C1)Cl)F)Cl)C(=O)O 5-amino-2-chloro-6-(4-chloro-2-fluorophenyl)pyrimidine-4-carboxylic acid